(Z)-2-methylpent-2-enoic acid C/C(/C(=O)O)=C/CC